8-(1-bromoethyl)-2-(ethylthio)-6-methyl-4H-pyrano[2,3-c]pyridin-4-one BrC(C)C=1N=C(C=C2C1OC(=CC2=O)SCC)C